BrC=1C=C2C(=CC1)C(N(C[C@]21[C@H](C1)F)CC(=O)NC1=NC=C(C=N1)F)=O 2-[(2's,4r)-6-bromo-2'-fluoro-1-oxospiro[3H-isoquinoline-4,1'-cyclopropane]-2-yl]-N-(5-fluoropyrimidin-2-yl)acetamide